CN1C(CCC1)/C=C/C(=O)Cl (E)-3-(1-methylpyrrolidin-2-yl)acryloyl chloride